C(C)C(COCCCN)CCCC 3-(2-ethylhexyloxy)propane-1-amine